(S)-2-(1-(3,5-dichloro-1H-pyrazol-1-yl)cyclopropane-1-carboxamido)-4-((2-ethoxyethyl)(4-(5,6,7,8-tetrahydro-1,8-naphthyridin-2-yl)butyl)amino)butanoic acid ClC1=NN(C(=C1)Cl)C1(CC1)C(=O)N[C@H](C(=O)O)CCN(CCCCC1=NC=2NCCCC2C=C1)CCOCC